N-[[2,3-dichloro-6-(2-formylphenyl)sulfanyl-phenyl]methyl]-2-methyl-propane-2-sulfinamide ClC1=C(C(=CC=C1Cl)SC1=C(C=CC=C1)C=O)CNS(=O)C(C)(C)C